FC([C@@H]1C(O[C@@H]([C@H]([C@@H]1O)O)CO)O)F (3S,4R,5S,6R)-3-(difluoromethyl)-6-(hydroxymethyl)tetrahydro-2H-pyran-2,4,5-triol